6-Chloro-N2-(thiazolo[4,5-c]pyridin-2-ylmethyl)pyridine-2,3-diamine ClC1=CC=C(C(=N1)NCC=1SC2=C(C=NC=C2)N1)N